(2-hydroxyethyl)-3-(1-methylimidazol-4-yl)-4-[[4-(trifluoromethyl)phenyl]methylamino]benzenesulfonamide OCCC1=C(C=CC(=C1C=1N=CN(C1)C)NCC1=CC=C(C=C1)C(F)(F)F)S(=O)(=O)N